N-[3-chloro-4-[4-[(3S)-pyrrolidine-3-carbonyl]piperazine-1-carbonyl]phenyl]-5-(2,3-difluoro-4-methoxy-phenyl)-1-methyl-imidazole-2-carboxamide ClC=1C=C(C=CC1C(=O)N1CCN(CC1)C(=O)[C@@H]1CNCC1)NC(=O)C=1N(C(=CN1)C1=C(C(=C(C=C1)OC)F)F)C